6-((2-phenylcyclopropyl)amino)-2-azaspiro[3.3]heptan C1(=CC=CC=C1)C1C(C1)NC1CC2(CNC2)C1